3-(hydroxymethyl)indoline-1,3-dicarboxylic acid OCC1(CN(C2=CC=CC=C12)C(=O)O)C(=O)O